(S)-N-(4-(4-morpholino-7-((2-(trimethylsilyl)ethoxy)methyl)-7H-pyrrolo[2,3-d]pyrimidin-6-yl)phenyl)-5-(pyrrolidine-3-carboxamido)picolinamide O1CCN(CC1)C=1C2=C(N=CN1)N(C(=C2)C2=CC=C(C=C2)NC(C2=NC=C(C=C2)NC(=O)[C@@H]2CNCC2)=O)COCC[Si](C)(C)C